6-methyl-N4-(piperidin-4-yl)-N2-(7-(3-(pyrrolidin-1-yl)propoxy)-2,3-dihydrobenzofuran-5-yl)pyrimidine-2,4-diamine CC1=CC(=NC(=N1)NC=1C=C(C2=C(CCO2)C1)OCCCN1CCCC1)NC1CCNCC1